N-methyl-γ-aminopropyl-trimethoxysilane CNCCC[Si](OC)(OC)OC